6-[(2R)-2-methylpyrrolidin-1-yl]-4-propanoyl-2,3-dihydro-1H-pyrrolo[3,4-c]pyridin-1-one C[C@H]1N(CCC1)C1=CC2=C(C(=N1)C(CC)=O)CNC2=O